CC1=C(O)C=CC(=C1)CCC(=O)C=1C(O)=CC(O)=CC1O methyl-phloretin